CC1OC=2C=C(C=CC2C=2C=NC(=CC21)NC=2C=C(C=NC2)N2C(N(CC2)CC2=CC=C(C=C2)NC(CNC(OC(C)(C)C)=O)=O)=O)N2C(CCC2)=O tert-butyl (2-((4-((3-(5-((5-methyl-8-(2-oxopyrrolidin-1-yl)-5H-chromeno[4,3-c]pyridin-3-yl)amino)pyridin-3-yl)-2-oxoimidazolidin-1-yl)methyl)phenyl)amino)-2-oxoethyl)carbamate